4-[4-(3-Carbamoyl-azetidine-1-carbonyl)-phenylamino]-1-(2,6-dichloro-phenyl)-1H-pyrazole-3-carboxylic acid amide C(N)(=O)C1CN(C1)C(=O)C1=CC=C(C=C1)NC=1C(=NN(C1)C1=C(C=CC=C1Cl)Cl)C(=O)N